6-(2-fluoro-4-(1-methyl-1H-pyrazol-3-yl)benzyl)-5-oxo-N-(2-oxaspiro[3.3]heptan-6-yl)-5,6-dihydro-1,6-naphthyridine-8-carboxamide FC1=C(CN2C(C=3C=CC=NC3C(=C2)C(=O)NC2CC3(COC3)C2)=O)C=CC(=C1)C1=NN(C=C1)C